NC=1C=CC(=C2CN(C(C12)=O)CC(C#N)=C)C=1C=C2C(=NNC2=CC1)S(=O)C 2-{[7-amino-4-(3-methanesulfinyl-1H-indazol-5-yl)-1-oxo-2,3-dihydro-1H-isoindol-2-yl]methyl}prop-2-enenitrile